(R)-2-((4-((2-(Dimethylamino)ethyl)(methyl)amino)phenyl)amino)-5-ethynyl-8-(1-propionylpiperidin-3-yl)pyrido[2,3-d]pyrimidin-7(8H)-one trifluoroacetic acid salt FC(C(=O)O)(F)F.CN(CCN(C1=CC=C(C=C1)NC=1N=CC2=C(N1)N(C(C=C2C#C)=O)[C@H]2CN(CCC2)C(CC)=O)C)C